tert-butyl (1-(4-chloropyridin-3-yl)piperidin-3-yl)(ethyl)carbamate ClC1=C(C=NC=C1)N1CC(CCC1)N(C(OC(C)(C)C)=O)CC